C(C)(C)(C)OC(=O)NC1(CC1)CC(=O)NC=1N=C(N(C1)C)C(=O)OCC ethyl 4-(2-{1-[(tert-butoxycarbonyl)amino]cyclopropyl} acetamido)-1-methylimidazole-2-carboxylate